C(C)(C)(C)OC(=O)N1C[C@H](N(CC1)C1=CC=C2C(=NN(C2=C1)C)N1C(NC(CC1)=O)=O)C(C)C.O=C1N(C[C@H](C1)CCC)[C@H](C(=O)N)CC (S)-2-((S)-2-oxo-4-propylpyrrolidin-1-yl)butanamide tert-butyl-(3R)-4-[3-(2,4-dioxo-1,3-diazinan-1-yl)-1-methylindazol-6-yl]-3-isopropylpiperazine-1-carboxylate